2-(thiazol-5-yl)-6-(trifluoromethyl)-N-(6-(trifluoromethyl)pyridin-3-yl)pyrimidine-4-carboxamide S1C=NC=C1C1=NC(=CC(=N1)C(=O)NC=1C=NC(=CC1)C(F)(F)F)C(F)(F)F